COC(=O)C1=NC(=CC=C1)N1C=NC=C1 6-(1H-imidazole-1-yl)-2-pyridinecarboxylic acid methyl ester